C1(=CC=CC=C1)C#CC1=CC=C(C=C1)C1=CC(=NO1)CN1C(=NC=C1)C(C)O 1-(1-((5-(4-(phenylethynyl)phenyl)isoxazol-3-yl)methyl)-1H-imidazol-2-yl)ethan-1-ol